OC=1CC(C=C(C1)O)C=CC1=CC=C(C=C1)O 3,4',5-trihydroxy-dihydrostilbene